ClC1=C(C(=O)N2COC3=C(C2)C=CC=C3C3=CC(=C(C(=O)O)C=C3F)N3C2COCC3CC2)C(=CC(=C1)C=1C=NN(C1)C)Cl 4-[3-[2,6-Dichloro-4-(1-methylpyrazol-4-yl)benzoyl]-2,4-dihydro-1,3-benzoxazin-8-yl]-5-fluoro-2-(3-oxa-8-azabicyclo[3.2.1]oct-8-yl)benzoic acid